CC=1SC2=C(N1)CC(C=C2C2=NNC=1N=CNC(C12)=O)(C)C 3-(2,5,5-trimethyl-4,5-dihydrobenzo[d]thiazol-7-yl)-1,5-dihydro-4H-pyrazolo[3,4-d]pyrimidin-4-one